tert-butyl (R)-3-(3-(2-(methoxymethoxy)phenyl)-5-(2-oxaspiro[3.3]hept-5-en-6-yl)-7-((2-(trimethylsilyl)ethoxy)methyl)-7H-pyrrolo[2,3-c]pyridazin-6-yl)pyrrolidine-1-carboxylate COCOC1=C(C=CC=C1)C1=CC2=C(N=N1)N(C(=C2C2=CC1(COC1)C2)[C@H]2CN(CC2)C(=O)OC(C)(C)C)COCC[Si](C)(C)C